[({[(E)-benzoyloxy]methoxy}[(1E)-3-bromoprop-1-en-1-yl] phosphoryl)oxy]methyl benzoate C(C1=CC=CC=C1)(=O)OCOP(=O)(\C=C\CBr)OCOC(C1=CC=CC=C1)=O